6-(3-(triethoxysilyl)propylamino)-1,3,5-triazine-2,4-dithiol monosodium [Na].C(C)O[Si](CCCNC1=NC(=NC(=N1)S)S)(OCC)OCC